C(OC=1C=C(C=O)C=C(C1OC([2H])([2H])[2H])OC([2H])([2H])[2H])([2H])([2H])[2H] 3,4,5-tris(methoxy-d3)benzaldehyde